C1(CCCCC1)CC(=O)N1[C@@H](CCC1)C(=O)N[C@H](C(=O)NC1=CC=C(C=C1)OC)C1=CC=C(C=C1)OC (S)-1-(2-cyclohexylacetyl)-N-((S)-1-(4-methoxyphenyl)-2-((4-methoxyphenyl)amino)-2-oxoethyl)pyrrolidine-2-carboxamide